1-(4-(5-(7-methoxy-2-methyl-2H-pyrazolo[3,4-c]pyridin-4-yl)pyridin-3-yl)phenyl)pyrrolidin-2-one COC1=NC=C(C=2C1=NN(C2)C)C=2C=C(C=NC2)C2=CC=C(C=C2)N2C(CCC2)=O